naphthylacetic acid potassium salt [K+].C1(=CC=CC2=CC=CC=C12)CC(=O)[O-]